N-benzyl-1-cyclopropyl-4-methyl-2-oxo-1,2-dihydroquinoline-6-sulfonamide C(C1=CC=CC=C1)NS(=O)(=O)C=1C=C2C(=CC(N(C2=CC1)C1CC1)=O)C